t-Butyllithium C(C)(C)(C)[Li]